C1=C(C=C(C(=C1O)O)O)C2=C(C(=O)C3=C(C=C(C=C3O2)O)O)O[C@@H]4[C@H]([C@@H]([C@@H]([C@@H](O4)CO)O)O)O The molecule is a glycosyloxyflavone that is myricetin with a beta-L-galactosyl residue attached at position 3. It has a role as a metabolite. It is a beta-L-galactoside, a monosaccharide derivative, a pentahydroxyflavone and a glycosyloxyflavone. It derives from a beta-L-galactose and a myricetin.